OC1=C(C=C(C=C1)C1(C2=CC=CC=C2C=2C=CC=CC12)C1=CC(=C(C=C1)O)OC)OC 9,9-bis(4-hydroxy-3-methoxyphenyl)fluorene